C(C)(=O)N1C(C(C2=CC=CC=C12)=O)=CC1=NC2=C(C=C(C=C2C=C1)C(=O)N1CCOCC1)C1=CC=CC2=CC=CC=C12 1-acetyl-2-((6-(morpholine-4-carbonyl)-8-(naphthalen-1-yl)-quinolin-2-yl)-methylene)indolin-3-one